N1=C(C=CC2=NC=CC=C12)C=1C=CN2N=C(N=CC21)N[C@@H]2C[C@H](C2)N(C)C trans-N1-(5-(1,5-naphthyridin-2-yl)pyrrolo[2,1-f][1,2,4]triazin-2-yl)-N3,N3-dimethylcyclobutane-1,3-diamine